(3S)-N-[2-chloro-6-(4-isopropylpiperazin-1-yl)phenyl]-3-(cyclohexyloxy)-3-methylpyrrolidine-1-carboxamide ClC1=C(C(=CC=C1)N1CCN(CC1)C(C)C)NC(=O)N1C[C@@](CC1)(C)OC1CCCCC1